OCCN1C(=NC2=C1C=CC=C2)C 1-(2-hydroxyethyl)-2-methylbenzimidazol